COC=1C=C2CC(N(C(C2=CC1)=O)C=1N=NC(=CC1)N(C1CCNCC1)C)=O 6-methoxy-2-(6-(methyl(piperidin-4-yl)amino)pyridazin-3-yl)isoquinoline-1,3(2H,4H)-dione